NC1=C(C=C(C=N1)NC(C(=O)N1[C@H](CC[C@@H](C1)C)C=1C=CC2=CN(N=C2C1)C1CN(CC(C1)(C)C)C)=O)CC N-(6-amino-5-ethylpyridin-3-yl)-2-((2R,5S)-5-methyl-2-(2-(1,5,5-trimethylpiperidin-3-yl)-2H-indazol-6-yl)piperidin-1-yl)-2-oxoacetamide